COCCOCCOCCOCC=O 2,5,8,11-tetraoxatridecan-13-aldehyde